FC1=CC=2C(C3=CC=CC=C3C2C=C1)=CC=1C(=NC=CC1)OCCNC(CCC(=O)OC)=O methyl 4-((2-((3-((2-fluoro-9H-fluoren-9-ylidene)methyl)pyridin-2-yl)oxy)ethyl)amino)-4-oxobutanoate